BrC1=C(C(=C(C=C1)F)CC)Cl 1-bromo-2-chloro-3-ethyl-4-fluorobenzene